O[C@@H]1C[C@H](N(C1)C([C@@H](C(C)C)C1=CC(=NO1)N1C[C@@H](NCC1)C)=O)C(=O)N[C@@H](C)C1=CC=C(C=C1)C1=C(N=CS1)C (2S,4R)-4-hydroxy-1-[(2S)-3-methyl-2-[3-[(3S)-3-methylpiperazin-1-yl]isoxazol-5-yl]butanoyl]-N-[(1S)-1-[4-(4-methylthiazol-5-yl)phenyl]ethyl]pyrrolidine-2-carboxamide